4-((4-(3-(3-(tert-butyl)-1-(quinolin-6-yl)-1H-pyrazol-5-yl)ureido)naphthalen-1-yl)oxy)-N-methylpicolinamide C(C)(C)(C)C1=NN(C(=C1)NC(NC1=CC=C(C2=CC=CC=C12)OC1=CC(=NC=C1)C(=O)NC)=O)C=1C=C2C=CC=NC2=CC1